CS(=O)(=O)OCC1CC2(OCCO2)CC1 (1,4-Dioxaspiro[4.4]nonan-7-yl)methyl methanesulfonate